N[C@@H](C(=O)N)CCCCNC(=O)NC(CO)CO (R)-2-amino-6-(3-(1,3-dihydroxypropan-2-yl)ureido)hexanamide